C12(C=CC(CC1)C2)O norbornenyl alcohol